C(C)[C@@H]1N(C[C@H](N(C1)C(CC)C1=CC=C(C=C1)C(F)(F)F)CC)C=1C2=C(NC(N1)=O)C=CC(=N2)C#N 4-((2S,5R)-2,5-diethyl-4-(1-(4-(trifluoromethyl)phenyl)propyl)piperazin-1-yl)-2-oxo-1,2-dihydropyrido[3,2-d]pyrimidine-6-carbonitrile